(2-FORMYL-6-METHOXY-PHENYL)-CARBAMIC ACID TERT-BUTYL ESTER C(C)(C)(C)OC(NC1=C(C=CC=C1OC)C=O)=O